tert-Butyl 4-(5-(benzyloxy)pyrimidin-2-yl)-6-((tert-butyldimethylsilyl)oxy)-1,4-diazepane-1-carboxylate C(C1=CC=CC=C1)OC=1C=NC(=NC1)N1CCN(CC(C1)O[Si](C)(C)C(C)(C)C)C(=O)OC(C)(C)C